spiro[cyclobutane-1,1'-pyrrolo[2,3-c]quinolin]-2'-one hydrochloride Cl.C12(C(NC=3C=NC=4C=CC=CC4C31)=O)CCC2